2-[2-Methyl-6-(propan-2-ylamino)pyridin-3-yl]-N-[(3S)-9-fluoro-2-oxo-5-phenyl-1,3-dihydro-1,4-benzodi-azepin-3-yl]pyrazolo-[1,5-a]pyrimidine-3-carboxamide CC1=NC(=CC=C1C1=NN2C(N=CC=C2)=C1C(=O)N[C@@H]1C(NC2=C(C(=N1)C1=CC=CC=C1)C=CC=C2F)=O)NC(C)C